CC(C)CC(CC(CC(CC(CC(CC(CC(C)C)C)C)C)C)C)C 2,4,6,8,10,12,14,16-octamethylheptadecane